2-[4-[(E)-3-(4-Methyl-3-nitrophenyl)prop-2-enoyl]phenoxy]propanoic acid CC1=C(C=C(C=C1)/C=C/C(=O)C1=CC=C(OC(C(=O)O)C)C=C1)[N+](=O)[O-]